C(C)C1=C(C=CC=C1)CCO 2-(2-ethylphenyl)ethanol